COC=1C=C(C=CC1B1OC(C(O1)(C)C)(C)C)N1CCN(CC1)C(=O)OC(C)(C)C tert-butyl 4-[3-methoxy-4-(4,4,5,5-tetramethyl-1,3,2-dioxaborolan-2-yl)phenyl]piperazine-1-carboxylate